3α-hydroxyl-4β-fluoro-6α-ethyl-7α-hydroxyl-5β-cholanic acid O[C@H]1[C@@H]([C@H]2[C@H]([C@H]([C@H]3[C@@H]4CC[C@H]([C@@H](CCC(=O)O)C)[C@]4(CC[C@@H]3[C@]2(CC1)C)C)O)CC)F